3-(2,3-dihydro-1H-inden-2-yl)-1,1-difluoropropan-2-one C1C(CC2=CC=CC=C12)CC(C(F)F)=O